C(C)(=O)C1=NN(C2=CC=C(C=C12)C=1C=NC(=NC1)C)CC(=O)N1[C@@H](C[C@H](C1)F)C(=O)NC=1C(=C(C=CC1)C1=C(C=CC(=C1)S(NC1CC1)(=O)=O)Cl)F (2S,4R)-1-(2-(3-acetyl-5-(2-methylpyrimidin-5-yl)-1H-indazol-1-yl)acetyl)-N-(2'-chloro-5'-(N-cyclopropyl-sulfamoyl)-2-fluorobiphenyl-3-yl)-4-fluoropyrrolidine-2-carboxamide